C(C)OC(CC(C(F)(F)F)=O)=O.CC1=C(C=C(C(=O)NC=2C=NC=C(C2)C(F)(F)F)C=C1)[C@H]1CN(CC1)C1=CN=C2N1N=C(C=C2)N2CCOCC2 (S)-4-methyl-3-(1-(6-morpholinoimidazo[1,2-b]pyridazin-3-yl)pyrrolidin-3-yl)-N-(5-(trifluoromethyl)pyridin-3-yl)benzamide Ethyl-4,4,4-trifluoro-3-oxobutyrate